OC1=C(C=CC(=C1)OCCCCCCCC)C1=NC(=NC(=N1)C1=C(C=C(C=C1)OCCCCCCCC)O)C1=C(C=C(C=C1)OCCCCCCCC)O 2,4,6-tri(2-hydroxy-4-octyloxyphenyl)-1,3,5-triazine